N-(2-((6-(2,6-dichloro-3,5-dimethoxyphenyl)-2-(methylthio)pyrido[3,4-d]pyrimidin-8-yl)amino)ethyl)sulfonamide ClC1=C(C(=C(C=C1OC)OC)Cl)C1=CC2=C(N=C(N=C2)SC)C(=N1)NCCNS(=O)=O